ClC=1C=C(C=C(C1)F)NC(=O)NC1=CC(=C(C=C1)F)C(=O)C=1C=C2N=CC=NC2=CC1 1-(3-chloro-5-fluorophenyl)-3-(4-fluoro-3-(quinoxaline-6-carbonyl)phenyl)urea